3-([4-(2-hydroxypropan-2-yl)furan-2-yl]sulfonyl)-1-(4-methoxyphenyl)urea OC(C)(C)C=1C=C(OC1)S(=O)(=O)NC(NC1=CC=C(C=C1)OC)=O